C(#N)N1CCC(CC1)N1N=NC(=C1C)C=1C=C(C=2N(C1)N=CC2C#N)OC(COC)C=2C=NC=C(C2)C(F)(F)F 6-[1-(1-Cyano-4-piperidyl)-5-methyl-triazol-4-yl]-4-[2-methoxy-1-[5-(trifluoromethyl)-3-pyridyl]ethoxy]pyrazolo[1,5-a]pyridine-3-carbonitrile